N-[(1R,3S)-3-{[2-(difluoromethyl)-1-benzothiophen-4-yl]amino}cyclohexyl]-4-methoxybenzamide FC(C=1SC2=C(C1)C(=CC=C2)N[C@@H]2C[C@@H](CCC2)NC(C2=CC=C(C=C2)OC)=O)F